1-(3-(2-methoxyethyl)-4-oxo-3,4-dihydroquinazolin-6-yl)-3-(2-methoxyphenyl)urea COCCN1C=NC2=CC=C(C=C2C1=O)NC(=O)NC1=C(C=CC=C1)OC